hexa(methoxymethyl)-1,3,5-triazine-2,4,6-triamine COCN(C1=NC(=NC(=N1)N(COC)COC)N(COC)COC)COC